C1CC(=O)[C@@H]([C@H]1CC(=O)O)CCCCCOS(=O)(=O)O The molecule is a dihydrojasmonic acid that is 9,10-dihydrojasmonic acid in which one of the methyl hydrogens at position 12 has been replaced by a sulfooxy group. It has a role as a plant metabolite. It is a dihydrojasmonic acid and an alkyl sulfate.